1-[(2R,4S)-4-[4-Amino-3-[2-(6-chloro-4-fluoro-1-methyl-1,3-benzodiazol-5-yl)ethynyl]pyrazolo[3,4-d]pyrimidin-1-yl]-2-(methoxymethyl)pyrrolidin-1-yl]prop-2-en-1-one NC1=C2C(=NC=N1)N(N=C2C#CC2=C(C1=C(N(C=N1)C)C=C2Cl)F)[C@H]2C[C@@H](N(C2)C(C=C)=O)COC